C1=CC=CC=2C3=CC=CC=C3N(C12)CCN 2-(9H-carbazol-9-yl)ethan-1-amine